1-(4-(3-fluoro-5-(trifluoromethyl)benzyl)pyridin-2-yl)-N-methyl-1H-pyrazole-4-carboxamide FC=1C=C(CC2=CC(=NC=C2)N2N=CC(=C2)C(=O)NC)C=C(C1)C(F)(F)F